4-methoxynaphthalen-1-yl-methanone COC1=CC=C(C2=CC=CC=C12)C=O